2,6-di(1H-imidazol-1-yl)-N-((1r,4r)-4-(2-methoxyethoxy)cyclohexyl)isonicotinamide N1(C=NC=C1)C=1C=C(C(=O)NC2CCC(CC2)OCCOC)C=C(N1)N1C=NC=C1